CC1=CC=C(C=C1)S(=O)(=O)OCC1N(CCC1)C(=O)OC(C)(C)C tert-butyl 2-[(4-methylphenyl)sulfonyloxymethyl]pyrrolidine-1-carboxylate